tert-butyl (1R,5R,7R)-7-formyl-2-oxo-3-(4-(trifluoromethyl)phenyl)-3,6-diazabicyclo[3.2.1]octane-6-carboxylate C(=O)[C@@H]1N([C@H]2CN(C([C@@H]1C2)=O)C2=CC=C(C=C2)C(F)(F)F)C(=O)OC(C)(C)C